N-(2-(1H-imidazol-2-yl)phenyl)-N2-(2,6-diisopropylphenyl)ethane-1,2-diamine N1C(=NC=C1)C1=C(C=CC=C1)NCCNC1=C(C=CC=C1C(C)C)C(C)C